ethyl 1-[(6-{3-azabicyclo[3.1.0]hex-3-yl}-2-[(1E)-3-(benzyloxy) prop-1-en-1-yl] pyridin-3-yl) methyl]-1H-pyrazole-4-carboxylate C12CN(CC2C1)C1=CC=C(C(=N1)\C=C\COCC1=CC=CC=C1)CN1N=CC(=C1)C(=O)OCC